5-{1-fluoro-3-hydroxy-7-[2-(oxetan-3-yl)ethoxy]naphthalen-2-yl}-1λ6,2,5-thiadiazolidine-1,1,3-trione FC1=C(C(=CC2=CC=C(C=C12)OCCC1COC1)O)N1CC(NS1(=O)=O)=O